(R)-N-((3s,4s)-8-(4-cyano-3-(3,4-dichloro-2-methyl-2H-indazol-5-yl)-1H-pyrazolo[3,4-d]pyrimidin-6-yl)-3-methyl-2-oxa-8-azaspiro[4.5]dec-4-yl)-2-methylpropan-2-sulfinamide C(#N)C1=C2C(=NC(=N1)N1CCC3([C@@H]([C@@H](OC3)C)N[S@](=O)C(C)(C)C)CC1)NN=C2C2=C(C1=C(N(N=C1C=C2)C)Cl)Cl